1-(2-Chloro-5-(4-((4-(2-methoxy-4-(1,4,5-trimethyl-6-oxo-1,6-dihydropyridin-3-yl)benzyl)piperazin-1-yl)methyl)piperidine-1-carbonyl)phenyl)dihydropyrimidine-2,4(1H,3H)-dione ClC1=C(C=C(C=C1)C(=O)N1CCC(CC1)CN1CCN(CC1)CC1=C(C=C(C=C1)C1=CN(C(C(=C1C)C)=O)C)OC)N1C(NC(CC1)=O)=O